FC1=CC(=C(NC2=CC(=CC=C2)CN2N=C3C(=C2C2=C(C=CC=C2)F)CN(C3)C)C=C1F)C 4,5-difluoro-N-(3-((3-(2-fluorophenyl)-5-methyl-5,6-dihydropyrrolo[3,4-c]pyrazol-2(4H)-yl)methyl)phenyl)-2-methylaniline